CC1=CC(CC(C1)CCCCCC)=O 3-methyl-5-hexyl-2-cyclohexenone